1-(6-(4-((4-([1,2,4]triazolo[1,5-a]pyridin-7-yloxy)-3-methylphenyl)amino)thieno[2,3-d]pyrimidin-6-yl)-2,3-dihydro-4H-benzo[b][1,4]oxazin-4-yl)prop-2-en-1-one N=1C=NN2C1C=C(C=C2)OC2=C(C=C(C=C2)NC=2C1=C(N=CN2)SC(=C1)C1=CC2=C(OCCN2C(C=C)=O)C=C1)C